2-monochloropropanediol C(C(CO)Cl)O